NC(CCNNC([C@H](CC1CCCCC1)NC([C@H]([C@@H](C)OC(C)(C)C)NC(OCC1=CC=CC=C1)=O)=O)=O)=O Benzyl ((2S,3R)-1-(((S)-1-(2-(3-amino-3-oxopropyl)hydrazineyl)-3-cyclohexyl-1-oxopropan-2-yl)amino)-3-(tert-butoxy)-1-oxobutan-2-yl)carbamate